C(=C)C1=C(C=CC=C1)P(CCCP(C1=C(C=CC=C1)C=C)C1=CC=CC=C1)C1=CC=CC=C1 1,3-bis(vinyldiphenylphosphino)propane